3-(2-methylene-5-oxo-2,5-dihydro-1H-pyrrol-1-yl)propionic acid C=C1N(C(C=C1)=O)CCC(=O)O